methyl (S)-4-((tert-butoxycarbonyl) amino)-5-((4-nitrophenyl) amino)-5-oxopentanoate C(C)(C)(C)OC(=O)N[C@@H](CCC(=O)OC)C(=O)NC1=CC=C(C=C1)[N+](=O)[O-]